CN(S(=O)(=O)CC1COCC1)CC1=CC=C(C=C1)C1=NOC(=N1)C(F)(F)F N-methyl-1-tetrahydrofuran-3-yl-N-[[4-[5-(trifluoromethyl)-1,2,4-oxadiazol-3-yl]phenyl]methyl]methanesulfonamide